ClC1=NNC(=C1N1C(C2=CC(=C(C=C2C(=C1)C(C)C)F)F)=O)C 2-(3-chloro-5-methyl-1H-pyrazol-4-yl)-6,7-difluoro-4-isopropylisoquinolin-1(2H)-one